C[Au]C Dimethyl-Gold